OC1=C2[C@H]3[C@H](C(OC2=CC(=C1)CC=CCCCCO[N+](=O)[O-])(C)C)CC=C(C3)C 7-[(6Ar,10aR)-1-hydroxy-6,6,9-trimethyl-6a,7,10,10a-tetrahydrobenzo[c]chromen-3-yl]hept-5-enylnitrate